6-(2,5-Dihydrofuran-3-yl)-2-methyl-1,2,3,4-tetrahydroisoquinolin-7-amine O1CC(=CC1)C=1C=C2CCN(CC2=CC1N)C